(R)-6-fluoro-7-((4-(2-fluoro-6-((tetrahydrofuran-3-yl)carbamoyl)pyridin-3-yl)piperazin-1-yl)methyl)-3-methylpyrazolo[1,5-a]quinoxalin-4(5H)-one FC1=C2NC(C=3N(C2=CC=C1CN1CCN(CC1)C=1C(=NC(=CC1)C(N[C@H]1COCC1)=O)F)N=CC3C)=O